3-(((2S)-4-(3-fluoro-5-(2-fluoro-2-methylpropanyl)-2-(2H-1,2,3,4-tetrazol-5-yl)phenyl)-2-methylpiperazin-1-yl)methyl)pyridazine FC=1C(=C(C=C(C1)CC(C)(C)F)N1C[C@@H](N(CC1)CC=1N=NC=CC1)C)C=1N=NNN1